BrC1=NN(C(N1CCC(=O)OCC)=O)C1=CC=C(C=C1)Cl ethyl 3-[3-bromo-1-(4-chlorophenyl)-5-oxo-4,5-dihydro-1H-1,2,4-triazol-4-yl]propanoate